ClC=1C=C(C=NC1N1N=CC=N1)NC(=O)[C@@H]1C[C@@](C2=C1C=NC=1N2N=C(C1)F)(C)C=1C=NN(C1)C(C)C trans-N-(5-chloro-6-(2H-1,2,3-triazol-2-yl)pyridin-3-yl)-2-fluoro-8-(1-isopropyl-1H-pyrazol-4-yl)-8-methyl-7,8-dihydro-6H-cyclopenta[e]pyrazolo[1,5-a]pyrimidine-6-carboxamide